2,3,4,6-tetra-O-acetyl-D-glucosyl-triphenyl-phosphonium trifluoromethanesulfonate FC(S(=O)(=O)[O-])(F)F.C(C)(=O)O[C@H]1C(O[C@@H]([C@H]([C@@H]1OC(C)=O)OC(C)=O)COC(C)=O)[P+](C1=CC=CC=C1)(C1=CC=CC=C1)C1=CC=CC=C1